O1C(=C(C(=O)C2=CC=CC=C12)O)C1=CC=CC=C1 flavon-3-ol